ACETALDEHYD DIETHYLACETAL C(C)OC(C)OCC